3-fluoro-N-[(1R,3S)-3-{[6-fluoro-2-(trifluoromethyl)quinolin-4-yl]amino}cyclohexyl]-4-methanesulfonylbenzamide FC=1C=C(C(=O)N[C@H]2C[C@H](CCC2)NC2=CC(=NC3=CC=C(C=C23)F)C(F)(F)F)C=CC1S(=O)(=O)C